1,1-bis(3-methoxybenzyl)thiourea COC=1C=C(CN(C(=S)N)CC2=CC(=CC=C2)OC)C=CC1